(E)-3-(2,2-dimethyl-2H-benzopyran-6-yl)-N-(m-methoxyphenyl)acrylamide CC1(OC2=C(C=C1)C=C(C=C2)/C=C/C(=O)NC2=CC(=CC=C2)OC)C